BrC=1C=C2CC(OCC2=CC1)(C)C 6-Bromo-3,3-dimethylisochromane